OCCCCC(C(=O)OC(C)(C)C)(C)C tert-butyl 6-hydroxy-2,2-dimethylhexanoate